O1CCN(CC1)C=1SC=2C(=NC(=C(C2)NC(=O)C2=NC(=CC=C2)C=2C=NNC2)N2CCCCC2)N1 N-(2-morpholino-5-(piperidin-1-yl)thiazolo[4,5-b]pyridin-6-yl)-6-(1H-pyrazol-4-yl)pyridine-2-carboxamide